1,4-diazabicyclo(3.3.0)octene N12C=CNC2CCC1